1-[4-(ethyldiethoxysilyl)phenyl]-1-phenylethene C(C)[Si](C1=CC=C(C=C1)C(=C)C1=CC=CC=C1)(OCC)OCC